C(C)(=O)NC=1C=CC(=C(C(=O)N[C@H](C)C2=CC=CC3=CC=CC=C23)C1)CCC(=O)NNC(CCl)=O (R)-5-acetamido-2-(3-(2-(2-chloroacetyl)hydrazineyl)-3-oxopropyl)-N-(1-(naphthalen-1-yl)ethyl)benzamide